E-3-[(4-methylphenyl)-sulfonyl]-2-propenenitrile CC1=CC=C(C=C1)S(=O)(=O)/C=C/C#N